CC(C(C)=NO)=CC N-(3-methylpent-3-en-2-ylidene)hydroxylamine